[Cl-].C(CCCCCCC)[NH2+]CCCCCCCC bis-octyl-ammonium chloride